CC(=CC=O)C=CCC(C)C 3,7-dimethyl-octadienal